ClC1=CC(=C(C(=O)NCCCO)C=C1)NC(=O)NC1=CC(=CC(=C1)Cl)Cl 4-chloro-2-[3-(3,5-dichlorophenyl)ureido]-N-(3-hydroxy-propyl)benzamide